FC(C1=CC(=NC(=C1)C(F)(F)F)NCC(=O)N1C2=C(OCC1)C=C(C=C2)F)(F)F 2-((4,6-bis(trifluoromethyl)pyridin-2-yl)amino)-1-(7-fluoro-2,3-dihydro-4H-benzo[b][1,4]oxazin-4-yl)ethan-1-one